ethyl 3-(1-isopropylhydrazineyl)propanoate C(C)(C)N(N)CCC(=O)OCC